CN1N=C(C(=C1)NC1=NC(=C2C(=N1)N(N=C2C2=C1C=NNC1=C(C=C2)F)C(C)C)N)C N6-(1,3-dimethyl-1H-pyrazol-4-yl)-3-(7-fluoro-1H-indazol-4-yl)-1-isopropyl-1H-pyrazolo[3,4-d]pyrimidine-4,6-diamine